CP1(S(OCC1)(=O)=O)=O 3-methyl-1,2,3-oxathiaphospholane-2,2,3-trioxide